BrC=1C(=NNC1C1=C(OC[C@@H]2CN(CCC2)C(=O)OC(C)(C)C)C=CC=C1OC)NC1=NC=C(N=C1)C#N tert-butyl (3S)-3-[[2-[4-bromo-3-[(5-cyanopyrazin-2-yl)amino]-1H-pyrazol-5-yl]-3-methoxy-phenoxy]methyl]piperidine-1-carboxylate